2-(tert-butyl)pyridin-4-amine C(C)(C)(C)C1=NC=CC(=C1)N